COC1=C(C=CC=C1)OC(C1=C(C=CC=C1)OC)=O.OC1CC(N(C1)C([C@H](C(C)C)N1C(C2=CC=CC=C2C1)=O)=O)C(=O)N 4-hydroxy-1-((S)-3-methyl-2-(1-oxoisoindolin-2-yl)butanoyl)pyrrolidine-2-carboxamide 2-methoxyphenyl-2-methoxybenzoate